4-(7-aminospiro[3.5]nonan-2-yl)-5-methyl-2-((2-(trimethylsilyl)ethoxy)methyl)-2,4-dihydro-3H-1,2,4-triazol-3-one NC1CCC2(CC(C2)N2C(N(N=C2C)COCC[Si](C)(C)C)=O)CC1